methyl 2-(2,2,7-trifluoro-3-oxo-6-(2,3,4,5-tetrafluorophenyl)-2,3-dihydro-4H-benzo[b][1,4]oxazin-4-yl)acetate FC1(C(N(C2=C(O1)C=C(C(=C2)C2=C(C(=C(C(=C2)F)F)F)F)F)CC(=O)OC)=O)F